ClC=1C=C2C(=NC1)NC=C2CCCNS(=O)(=O)C2=CC=C(C=C2)OCCCN2CCN(CC2)C N-(3-(5-chloro-1H-pyrrolo[2,3-b]pyridin-3-yl)propyl)-4-(3-(4-methylpiperazin-1-yl)propoxy)benzenesulfonamide